O1CCOC2=C1C=CC(=C2)[C@H]2N(C(C1=CC=CC=C1[C@@H]2C(=O)O)=O)C2=CC(=C(C=C2)C)C |r| (3S,4S) and (3R,4R)-3-(2,3-dihydro-1,4-benzodioxin-6-yl)-2-(3,4-dimethylphenyl)-1-oxo-1,2,3,4-tetrahydroisoquinoline-4-carboxylic acid